2-[[(1R)-1-[3-cyclopropyl-6-fluoro-4-oxo-2-[(3S)-tetrahydrofuran-3-yl]quinazolin-8-yl]ethyl]amino]benzoic acid C1(CC1)N1C(=NC2=C(C=C(C=C2C1=O)F)[C@@H](C)NC1=C(C(=O)O)C=CC=C1)[C@H]1COCC1